4-[4-[carbamoyl-(3-ethoxy-3-oxo-propyl)amino]phenyl]piperidine-1-carboxylic acid tert-butyl ester C(C)(C)(C)OC(=O)N1CCC(CC1)C1=CC=C(C=C1)N(CCC(=O)OCC)C(N)=O